4-Ethyl-2,3-dioxopiperazin C(C)N1C(C(NCC1)=O)=O